CC=1N=C2N(N=C(C=C2C)C=2N=C3N(C(C2)=O)C=C(S3)C3CCNCC3)C1 7-(2,8-dimethylimidazo[1,2-b]pyridazin-6-yl)-2-(4-piperidyl)thiazolo[3,2-a]pyrimidin-5-one